3-(4-(6-hydroxyhexyl)-1-oxoisoindolin-2-yl)piperidine-2,6-dione OCCCCCCC1=C2CN(C(C2=CC=C1)=O)C1C(NC(CC1)=O)=O